N1=CC(=CC=C1)C=NNC=1N=CN(N1)C1=CC=NC=C1 5-(2-(pyridin-3-ylmethylene)hydrazinyl)-2-(pyridin-4-yl)-[1,2,4]triazole